N-(2-fluoro-3-((trimethylsilyl)ethynyl)phenyl)-6-(3-methylazetidin-3-yl)quinazolin-4-amine FC1=C(C=CC=C1C#C[Si](C)(C)C)NC1=NC=NC2=CC=C(C=C12)C1(CNC1)C